3-[4-[1-[(3S,4R)-3-fluoro-4-piperidinyl]azetidin-3-yl]-3-methyl-2-oxo-benzimidazol-1-yl]piperidine-2,6-dione F[C@H]1CNCC[C@H]1N1CC(C1)C1=CC=CC=2N(C(N(C21)C)=O)C2C(NC(CC2)=O)=O